(aminoimino-methyl)glycine NN=CNCC(=O)O